COC(=O)C=1CC2=CC=CC=C2C1 1H-indene-2-carboxylic acid methyl ester